5-(3,4-dichlorophenyl)sulfanyl-3-[[4-(dimethylcarbamoyl)phenyl]methyl]benzo[e]indole-2-carboxylic acid ClC=1C=C(C=CC1Cl)SC=1C2=C(C=3C=C(N(C3C1)CC1=CC=C(C=C1)C(N(C)C)=O)C(=O)O)C=CC=C2